2,2,6,6-tetramethyl-4-(5-(4,4,5,5-tetramethyl-1,3,2-dioxaborolan-2-yl)pyrimidin-2-yl)morpholine CC1(CN(CC(O1)(C)C)C1=NC=C(C=N1)B1OC(C(O1)(C)C)(C)C)C